4-methoxypyridazine-3-carboxylic acid COC1=C(N=NC=C1)C(=O)O